Br[C@@H](C)C1(OC[C@H]([C@@H](O1)C(=O)OCC)C(=O)OCC)C1=CC(=C(C=C1)C1=CC=CC=C1)F diethyl (4R,5R)-2-((S)-1-bromoethyl)-2-(2-fluoro-[1,1'-biphenyl]-4-yl)-1,3-dioxan-4,5-dicarboxylate